N-[(1H-benzimidazol-2-yl)methyl]-2-(4-methylpiperazin-1-yl)-8-(2-methylpyridin-4-yl)pyrazolo[1,5-a][1,3,5]triazin-4-amine N1C(=NC2=C1C=CC=C2)CNC2=NC(=NC=1N2N=CC1C1=CC(=NC=C1)C)N1CCN(CC1)C